dicosylamine C(CCCCCCCCCCCCCCCCCCC)NCCCCCCCCCCCCCCCCCCCC